C1(CC1)C=1C=C(C(=NC1)N1CCC(CC1)(O)C)[N+](=O)[O-] 1-(5-cyclopropyl-3-nitro-2-pyridyl)-4-methyl-piperidin-4-ol